(1R,5S)-3-(2,7-dichloropteridin-4-yl)-8-oxa-3-azabicyclo[3.2.1]octane ClC1=NC2=NC(=CN=C2C(=N1)N1C[C@H]2CC[C@@H](C1)O2)Cl